(R)-2-methyl-N-(1-(2-methyl-3-(trifluoromethyl)phenyl)ethyl)-6-(1,2,3,6-tetrahydropyridin-4-yl)quinolin-4-amine diformate C(=O)O.C(=O)O.CC1=NC2=CC=C(C=C2C(=C1)N[C@H](C)C1=C(C(=CC=C1)C(F)(F)F)C)C=1CCNCC1